ClC1=NC(=NC(=N1)Cl)CC(C)(C1=CC=CC=C1)C 2,4-Dichloro-6-(2-methyl-2-phenylpropyl)-1,3,5-triazine